1,3-dibromo-5-(tert-butyl)-2-chlorobenzene BrC1=C(C(=CC(=C1)C(C)(C)C)Br)Cl